2-[2-methoxy-4-[4-(2-methoxyacetyl)piperazin-1-yl]anilino]-5,6-dihydropyrimido[4,5-e]indolizine-7-carboxamide COC1=C(NC=2N=CC3=C(N4C=CC(=C4CC3)C(=O)N)N2)C=CC(=C1)N1CCN(CC1)C(COC)=O